(2R,5S)-4-(3-bromo-4-methyl-5-oxo-2-(tetrahydro-2H-pyran-2-yl)-4,5-dihydro-2H-pyrazolo[4,3-d]pyrimidin-7-yl)-2,5-dimethylpiperazine-1-carboxylic acid tert-butyl ester C(C)(C)(C)OC(=O)N1[C@@H](CN([C@H](C1)C)C=1C=2C(N(C(N1)=O)C)=C(N(N2)C2OCCCC2)Br)C